4-[benzoyl(methyl)-amino]pentan-2-yl benzoate C(C1=CC=CC=C1)(=O)OC(C)CC(C)N(C)C(C1=CC=CC=C1)=O